9,10-bis(n-pentyloxycarbonylmethylene)anthracene C(CCCC)OC(=O)C=C1C2=CC=CC=C2C(C=2C=CC=CC12)=CC(=O)OCCCCC